tetramethylethylenediamine hexafluorophosphate F[P-](F)(F)(F)(F)F.CN(CCN(C)C)C